(3aR,7aR)-7a-fluoro-2-(4-(methoxycarbonyl)phenyl)-1-oxooctahydro-5H-pyrrolo[3,4-c]pyridine-5-carboxylic acid tert-butyl ester C(C)(C)(C)OC(=O)N1C[C@@H]2[C@](CC1)(C(N(C2)C2=CC=C(C=C2)C(=O)OC)=O)F